C1(CC1)C1=C(C=CC=C1)C1=C(C=CC(=N1)NS(=O)(=O)C1=CC=CC(=N1)N1C[C@@](CCC1)(C(=O)O)C)C (R)-1-(6-(N-(6-(2-cyclopropylphenyl)-5-methylpyridin-2-yl)sulfamoyl)pyridin-2-yl)-3-methylpiperidine-3-carboxylic acid